FC1=CC=C(C=C1)C1=CC=2C(=NC=C(C2)C=2C=C(SC2)C(=O)N2[C@H]3CC(C[C@@H]2CC3)O)N1 (4-(2-(4-Fluorophenyl)-1H-pyrrolo[2,3-b]pyridin-5-yl)thiophen-2-yl)((1R,3r,5S)-3-hydroxy-8-azabicyclo[3.2.1]octan-8-yl)methanone